(±)-Tert-butyl-((E)-3-((((R)-3,4-dimethyl-5-oxo-2,5-dihydrofuran-2-yl)oxy)methylene)-2-oxo-2,3,3a,4,5,9b-hexahydronaphtho[1,2-b]furan-8-yl)carbamate C(C)(C)(C)OC(NC1=CC=C2CCC\3C(OC(/C3=C/O[C@@H]3OC(C(=C3C)C)=O)=O)C2=C1)=O